C1(=CC=C(C=C1)C#CC1=C(C(=O)O)C=CC=C1)C#CC1=C(C(=O)O)C=CC=C1 4'-(1,4-phenylenebis(acetylene-2,1-diyl))dibenzoic acid